O=C1N(CC2=CC(=CC=C12)C(=O)N1CC2=CC=CC=C2CC1)C1CNCCC1 3-(1-oxo-5-(1,2,3,4-tetrahydroisoquinoline-2-carbonyl)isoindolin-2-yl)piperidine